2,6-dibromo-nitropyridine BrC1=NC(=CC=C1[N+](=O)[O-])Br